BrC1=C(C#N)C(=CC(=C1F)Cl)C1OCCCC1 2-Bromo-4-chloro-3-fluoro-6-(tetrahydro-2H-pyran-2-yl)benzonitrile